C1(CCCC1)N(C(=O)OCC=1C(=NOC1C1=CC=C(C(=N1)C)NC(=O)[C@@H]1[C@H](CCCC1)C(=O)O)C)C (1S,2S)-2-((6-(4-(((cyclopentyl(methyl)carbamoyl)oxy)methyl)-3-methylisoxazol-5-yl)-2-methylpyridin-3-yl)carbamoyl)cyclohexane-1-carboxylic acid